(1-phenyl-1H-pyrazolo[3,4-b]pyrazin-5-yl)(3-((o-tolyloxy)methyl)piperidin-1-yl)methanone C1(=CC=CC=C1)N1N=CC=2C1=NC=C(N2)C(=O)N2CC(CCC2)COC2=C(C=CC=C2)C